N-(2,3-difluorophenyl)-2-oxo-4-[3-(trifluoromethyl)phenyl]-3-pyrrolidinecarboxamide FC1=C(C=CC=C1F)NC(=O)C1C(NCC1C1=CC(=CC=C1)C(F)(F)F)=O